1-({7-[(4-bromo-2-fluorophenyl)amino]-8-fluoroimidazo[1,2-a]pyridin-6-yl}carbonyl)-3-[(2S)-piperidin-2-yl]azetidin-3-ol BrC1=CC(=C(C=C1)NC1=C(C=2N(C=C1C(=O)N1CC(C1)(O)[C@H]1NCCCC1)C=CN2)F)F